3-(Difluoromethyl)-N-[4-fluoro-2-(1,1,2,3,3,3-hexafluoropropoxy)phenyl]-1-methyl-1H-pyrazol-4-carboxamid FC(C1=NN(C=C1C(=O)NC1=C(C=C(C=C1)F)OC(C(C(F)(F)F)F)(F)F)C)F